2,6-dihydroxy-4-trifluoromethyl-nicotinic acid OC1=C(C(=O)O)C(=CC(=N1)O)C(F)(F)F